C(C1=CC=CC=C1)OC1=C(C(=C(C(=O)OC2=C(C(=C(C(=O)O)C(=C2C)C)C)C)C(=C1)C)C)Br 4-((4-(benzyloxy)-3-bromo-2,6-dimethylbenzoyl)oxy)-2,3,5,6-tetramethylbenzoic acid